6-(1-methyl-1H-pyrazol-4-yl)-4-(piperidin-3-yl-oxy)isoquinoline CN1N=CC(=C1)C=1C=C2C(=CN=CC2=CC1)OC1CNCCC1